6-amino-2-(3,5-dichloro-4-((5-oxo-4-(tetrahydro-2H-pyran-4-yl)-4,5-dihydro-1,3,4-oxadiazol-2-yl)methyl)phenyl)-1,2,4-triazine-3,5(2H,4H)-dione NC=1C(NC(N(N1)C1=CC(=C(C(=C1)Cl)CC=1OC(N(N1)C1CCOCC1)=O)Cl)=O)=O